(7S)-9-(2,6-difluorophenyl)-7-methyl-13,16-dioxa-18-thia-2,3,5,8-tetraazatetracyclo[8.8.0.02,6.011,17]octadeca-1(10),3,5,8,11(17)-penta-ene-4-carboxylic acid ethyl ester C(C)OC(=O)C1=NN2C=3SC=4OCCOCC4C3C(=N[C@H](C2=N1)C)C1=C(C=CC=C1F)F